ClC1=CC2=C(N(C(C(N2C)=O)=O)C2C[C@H]3CC[C@@H](C2)N3C(=O)OC(C)(C)C)N=C1 tert-Butyl (1R,3s,5S)-3-(7-chloro-1-methyl-2,3-dioxo-2,3-dihydropyrido[2,3-b]pyrazine-4(1H)-yl)-8-azabicyclo[3.2.1]octane-8-carboxylate